C(CCC)C1C(CCCC1)(CCCC)CCCC tributylcyclohexane